Leucic acid hydroxyglutarate OC(C(=O)O)CCC(=O)O.C(C(O)CC(C)C)(=O)O